[I-].[I-].NCCSSCCN cystamine diiodide